[SiH3]OP(=O)(O)O.P(OCCCl)(OCCCl)OCCCl tris(chloroethyl) phosphite silyl-phosphate